C(C)NC(=O)C1=CC2=C(O[C@@H](CN2)[C@H](NC(OC(C)(C)C)=O)C2=CC=CC=C2)N=C1 tert-butyl N-[(R)-[(3S)-7-(ethylcarbamoyl)-2,3-dihydro-1H-pyrido[2,3-b][1,4]oxazin-3-yl]-phenyl-methyl]carbamate